N-((S)-1-((S)-3,4-dihydro-2H-pyran-2-yl)ethyl)-2-methylpropane-2-sulfinamide O1[C@@H](CCC=C1)[C@H](C)NS(=O)C(C)(C)C